CCCCCCCCCCCCCCCCCCCCOC[C@H](COP(=O)(O)OC[C@H](CO)O)OC(=O)CCCCCCCCCCCCC 1-eicosyl-2-tetradecanoyl-glycero-3-phospho-(1'-sn-glycerol)